OC[C@H]1O[C@@]2([C@@H](CCO2)C2=CC=CC=C2)[C@@H]([C@H]([C@H]1O)N1N=NC(=C1)C1=CC(=C(C(=C1)F)F)F)O (4S,5S,7R,8R,9S,10R)-7-(hydroxymethyl)-4-phenyl-9-(4-(3,4,5-trifluorophenyl)-1H-1,2,3-triazol-1-yl)-1,6-dioxaspiro[4.5]decane-8,10-diol